1-(2-hydroxy-3-methyl-phenyl)-1-(3-methyl-4-hydroxyphenyl)tetracosane OC1=C(C=CC=C1C)C(CCCCCCCCCCCCCCCCCCCCCCC)C1=CC(=C(C=C1)O)C